ClC=1C=C2CCC[C@]3(COC4=CC=C5[C@@](CC(N(CCC=CCCCCN(C3)C4=C5)C)=O)(C(=O)OC)O)C2=CC1 METHYL (1S,6E,13'S)-6-CHLORO-13'-HYDROXY-10'-METHYL-11'-OXO-3,4-DIHYDRO-2H-SPIRO[NAPHTHALENE-1,20'-[18]OXA[1,10]DIAZATRICYCLO[12.7.2.017,22]TRICOSA[6,14,16,22]TETRAENE]-13'-CARBOXYLATE